4-cyclobutyl-N-((4,4-difluorocyclohexyl)(5-((2-oxo-4-(trifluoromethyl)imidazolidin-1-yl)methyl)benzo[d]oxazol-2-yl)methyl)isoxazole-3-carboxamide C1(CCC1)C=1C(=NOC1)C(=O)NC(C=1OC2=C(N1)C=C(C=C2)CN2C(NC(C2)C(F)(F)F)=O)C2CCC(CC2)(F)F